(S or R)-N-(2-(2-(2-aminoethoxy)ethoxy)ethyl)-3-(6,8-dichloro-2-methyl-1,2,3,4-tetrahydroisoquinolin-4-yl)benzenesulfonamide bis(2,2,2-trifluoroacetate) FC(C(=O)O)(F)F.FC(C(=O)O)(F)F.NCCOCCOCCNS(=O)(=O)C1=CC(=CC=C1)[C@@H]1CN(CC2=C(C=C(C=C12)Cl)Cl)C |o1:33|